tert-Butyl (3S)-3-((5-(2-(4-bromo-6-chloro-1-(tetrahydro-2H-pyran-2-yl)-1H-indazol-5-yl)ethyl)oxazol-2-yl)methyl)piperidine-1-carboxylate BrC1=C2C=NN(C2=CC(=C1CCC1=CN=C(O1)C[C@H]1CN(CCC1)C(=O)OC(C)(C)C)Cl)C1OCCCC1